NC=1C(=NC(=NC1)NC1CCOCC1)NC1CCC(CC1)(C(=O)OCC)C Ethyl (1s,4s)-4-((5-amino-2-((tetrahydro-2H-pyran-4-yl)amino)pyrimidin-4-yl)amino)-1-methylcyclohexane-1-carboxylate